5-{2-[2-(9H-Fluoren-2-sulfonamido)phenyl]ethynyl}-4-methylpyridin C1=C(C=CC=2C3=CC=CC=C3CC12)S(=O)(=O)NC1=C(C=CC=C1)C#CC=1C(=CC=NC1)C